thiazolo[3,2-a]pyrimidine C1C=CN=C2N1C=CS2